2-(1-bromoethyl)-5-chloro-3-(pyridine-3-yl)quinazoline BrC(C)C1N=C2C=CC=C(C2=CN1C=1C=NC=CC1)Cl